COC(=O)C1=NC(=NC=C1)Cl.C1(CCCCC1)P(C1=C(C=CC=C1)C1=C(C=C(C=C1C(C)C)C(C)C)C(C)C)C1CCCCC1 dicyclohexyl-(2',4',6'-triisopropyl-[1,1'-biphenyl]-2-yl)Phosphine Methyl-2-chloropyrimidine-4-carboxylate